C(CC)C1(CC=CC=C1)CCC(O)O 2-propylbenzene-2-propanediol